C12(C(CCCC1)O2)CC[Si](OC)(OC)OC β-epoxycyclohexyl-ethyltrimethoxysilane